COC[C@H](C)NCC=1C=CC2=C(CC3(CCN(CC3)C)O2)C1 (S)-1-Methoxy-N-((1'-methyl-3H-spiro[benzofuran-2,4'-piperidin]-5-yl)methyl)propan-2-amine